C(C)(C)(C)C1=C(C)C=CC=C1 2-tert-Butyltoluene